C(#N)C1=C(SC2=C1C(=NC=C2F)C=2C1=C(C=3C=NC(=NC3C2F)N2C[C@H](CC2)N2CCN(CC2)C(C)C)COC1)NC(OC(C)(C)C)=O tert-Butyl (3-cyano-7-fluoro-4-(5-fluoro-3-((S)-3-(4-isopropylpiperazin-1-yl)pyrrolidin-1-yl)-7,9-dihydrofuro[3,4-f]quinazolin-6-yl)thieno[3,2-c]pyridin-2-yl)carbamate